[Na]C(C(CO)S(=O)(=O)O)O sodio-2-sulfo-1,3-propanediol